(5S)-2-(3-acetylbicyclo[1.1.1]pentan-1-yl)-5-(3,5-difluorophenyl)-2,5,6,7-tetrahydro-3H-pyrrolo[2,1-c][1,2,4]triazol-3-one C(C)(=O)C12CC(C1)(C2)N2N=C1N(C2=O)[C@@H](CC1)C1=CC(=CC(=C1)F)F